C(#N)CNC(=O)C1=CC=C(C=C1)OB(O)O (4-((cyanomethyl)carbamoyl)phenyl)boric acid